C(C)(C)(C)N1N=NC(=C1)C1=CC=C(C=C1)C(=O)N1CCN(CC1)C=1OC=2C(=NC(=CC2)Cl)N1 (4-(1-(tert-butyl)-1H-1,2,3-triazol-4-yl)phenyl)(4-(5-chlorooxazolo[4,5-b]pyridin-2-yl)piperazin-1-yl)methanone